3,3,3-Trifluoroprop-1-en-2-yl 2,2-dimethyl-3-(3-(4-(trifluoromethyl)phenyl)-1H-indazol-1-yl)propanoate CC(C(=O)OC(=C)C(F)(F)F)(CN1N=C(C2=CC=CC=C12)C1=CC=C(C=C1)C(F)(F)F)C